[Pd+2].CS(=O)(=O)[O-].CS(=O)(=O)[O-] methanesulfonic acid palladium salt